4-anilino-6-iodo-quinazoline N(C1=CC=CC=C1)C1=NC=NC2=CC=C(C=C12)I